(S)-tert-butyl (4,4-dimethyl-1-oxopentan-2-yl)carbamate CC(C[C@@H](C=O)NC(OC(C)(C)C)=O)(C)C